O=C1NC(CCC1N1C(C2=CC=CC(=C2C1=O)SCCOCC(=O)O)=O)=O 2-(2-((2-(2,6-dioxopiperidine-3-yl)-1,3-dioxoisoindolin-4-yl)thio)ethoxy)acetic acid